(E)-Methyl-2-acetoxy-5-(3-(3-chloro-2-oxo-5,6-dihydropyridin-1(2H)-yl)-3-oxoprop-1-ene-1-yl)benzoate COC(C1=C(C=CC(=C1)\C=C\C(=O)N1C(C(=CCC1)Cl)=O)OC(C)=O)=O